(1S,2S)-2-[(benzyloxy)methyl]-3-methylcyclopropane C(C1=CC=CC=C1)OC[C@H]1CC1C